COC(C=C)=O.C(=CC1=CC=CC=C1)S(=O)(=O)O styrenesulfonic acid methyl-acrylate